SS(=O)(=O)C#N mercapto-sulfonic acid cyanide